C(C)(C)(C)OC(=O)C=1C(=C(C=CC1)[S+](C1=CC=CC=C1)C1=CC=CC=C1)OC tert-butoxycarbonyl-methoxyphenyldiphenyl-sulfonium